S(=O)(=O)(O)OC[C@@H]1[C@@H]([C@@H]([C@H](C(O)O1)NC(C)=O)O)O N-acetyl-galactosamine 6-sulfate